4-(6,7-Dimethoxy-3-(p-tolyl)quinoxalin-2-yl)benzonitrile COC=1C=C2N=C(C(=NC2=CC1OC)C1=CC=C(C#N)C=C1)C1=CC=C(C=C1)C